C(C)S(=O)(=O)C=1C=C2CN(C(C2=CC1)OC)C(=O)OC(C)(C)C tert-Butyl 5-(ethylsulfonyl)-1-methoxyisoindoline-2-carboxylate